4-(2-cyanoacetyl)-N-(3-cyanobenzyl)benzamide C(#N)CC(=O)C1=CC=C(C(=O)NCC2=CC(=CC=C2)C#N)C=C1